acryloyloxybutanoic acid C(C=C)(=O)OC(C(=O)O)CC